O=C1NC(CCC1N1C(C2=CC=C(C=C2C1=O)C=O)=O)=O 2-(2,6-dioxopiperidin-3-yl)-1,3-dioxoisoindoline-5-carbaldehyde